NC1CCN(CC1)C1=C(C=NC2=CC=C(C=C12)C1=C(C=CC(=C1)C#N)NC(=O)NOCC(F)(F)F)C1=CC(=CC(=C1)F)F 1-{2-[4-(4-aminopiperidin-1-yl)-3-(3,5-difluorophenyl)quinolin-6-yl]-4-cyanophenyl}-3-(2,2,2-trifluoroethoxy)urea